[Li+].P(=O)([O-])([O-])[O-].[Mn+2] manganese phosphate, lithium salt